NC1=NN2C(N=CC=C2)=C1C(=O)N[C@@H](C)C=1N(C(C2=C(C=CC=C2C1)C#CC1=CN=C2N1CCC2)=O)C2=CC=CC=C2 (S)-2-amino-N-(1-(8-((6,7-dihydro-5H-pyrrolo[1,2-a]imidazol-3-yl)ethynyl)-1-Oxo-2-phenyl-1,2-dihydroisoquinolin-3-yl)ethyl)pyrazolo[1,5-a]pyrimidine-3-carboxamide